C12(CC3CC(CC(C1)C3)C2)C(=O)N[C@@H](C(=O)N[C@H](C(=O)[O-])CCC(C=[N+]=[N-])=O)CCC(=O)N2CCN(CC2)C (S)-2-((R)-2-(adamantane-1-carboxamido)-5-(4-methylpiperazin-1-yl)-5-oxopentanamido)-6-diazo-5-oxohexanoate